m-methoxyphenyl-imidazole COC=1C=C(C=CC1)C=1NC=CN1